1-(6Z,9Z,12Z,15Z-octadecatetraenoyl)-2-(9Z,12Z,15Z-octadecatrienoyl)-glycero-3-phosphocholine CC/C=C\C/C=C\C/C=C\CCCCCCCC(=O)O[C@H](COC(=O)CCCC/C=C\C/C=C\C/C=C\C/C=C\CC)COP(=O)([O-])OCC[N+](C)(C)C